tert-butyl 3-(7-methoxy-4-(1-methyl-3-phenyl-1H-pyrazol-4-yl)quinazolin-6-yl)-2,5-dihydro-1H-pyrrole-1-carboxylate COC1=C(C=C2C(=NC=NC2=C1)C=1C(=NN(C1)C)C1=CC=CC=C1)C=1CN(CC1)C(=O)OC(C)(C)C